CNC(=O)Cl N-methylaminoformyl chloride